C(CC)N(CCC)CCCCCCCCCC N,N-dipropyl-decylamine